C(#N)C1=CC=C(CN2C[C@@H](C[C@H](C2)C2=CC=C(C=C2)C(F)(F)F)CC(=O)OC)C=C1 Methyl 2-((3S,5S)-1-(4-cyanobenzyl)-5-(4-(trifluoromethyl)phenyl)piperidin-3-yl)acetate